ClCCN(CC1=CC=C(C=C1)OC)CC1=CN=CN1 2-chloro-N-(1H-imidazol-5-ylmethyl)-N-[(4-methoxyphenyl)methyl]ethylamine